COC=1C=C(C=CC1[N+](=O)[O-])C(=O)N1CCOCC1 (3-Methoxy-4-nitrophenyl)(morpholino)methanone